FC=1C=C(C=CC1F)C1=NN=C(S1)CSC1=CC(=C(OC(C(=O)O)C)C=C1)C 2-(4-(((5-(3,4-difluorophenyl)-1,3,4-thiadiazol-2-yl)methyl)thio)-2-methylphenoxy)propionic acid